C(CCC)OCCOC(C1=CN=CC=C1)=O nicotinic acid β-butoxyethyl ester